17-bromo-4,6,8,10,12,14-hexamethylheptadecyl nonyloxymethyl ether C(CCCCCCCC)OCOCCCC(CC(CC(CC(CC(CC(CCCBr)C)C)C)C)C)C